(2s,3s,4r,5r)-5-(2-(5-chloropyridin-3-yl)-6-((furan-3-ylmethyl)amino)-9H-purin-9-yl)-3,4-dihydroxy-N-(methyl-d3)tetrahydrofuran-2-carboxamide ClC=1C=C(C=NC1)C1=NC(=C2N=CN(C2=N1)[C@H]1[C@@H]([C@@H]([C@H](O1)C(=O)NC([2H])([2H])[2H])O)O)NCC1=COC=C1